((2S,4S)-2,4-dimethylazetidin-1-yl)((6aR,9R)-7-(3-methoxybenzyl)-4,6,6a,7,8,9-hexahydroindolo[4,3-fg]quinolin-9-yl)methanone C[C@@H]1N([C@H](C1)C)C(=O)[C@H]1CN([C@@H]2CC=3C4=C(C2=C1)C=CC=C4NC3)CC3=CC(=CC=C3)OC